(4-carboxymethyl phenoxy) benzoate C(C1=CC=CC=C1)(=O)OOC1=CC=C(C=C1)CC(=O)O